[Fe].[Ca].[Ba] barium-calcium-iron